CN1CCN(CC1)CCC[Si](C1=CC=C(C=C)C=C1)(OC)OC 4-[[3-(4-methylpiperazine-1-yl)propyl]dimethoxysilyl]-styrene